6-((2-((3R,4R)-3-amino-4-hydroxypiperidin-1-yl)-6-chloro-1H-benzo[d]imidazol-1-yl)methyl)nicotinonitrile N[C@@H]1CN(CC[C@H]1O)C1=NC2=C(N1CC1=NC=C(C#N)C=C1)C=C(C=C2)Cl